FC=1C=C(C=CC1)C1=CC(=CC(=C1)F)[C@@H]1N(OCC1)C(=O)OC(C)(C)C tert-butyl (R)-3-(3',5-difluoro-[1,1'-biphenyl]-3-yl)isoxazolidine-2-carboxylate